3-chloro-2-methyl-7-(2-(trifluoromethoxy)phenyl)benzo[4,5]thieno[2,3-b]pyridin-4(1H)-one ClC=1C(C2=C(NC1C)SC1=C2C=CC(=C1)C1=C(C=CC=C1)OC(F)(F)F)=O